8-(trifluoromethyl)quinazoline-4-ol FC(C=1C=CC=C2C(=NC=NC12)O)(F)F